C(#N)[C@H](C[C@H]1C(CCC1)=O)NC(=O)[C@@H]1[C@H]2C([C@H]2CN1C([C@H](C(C)(C)C)NC(C(C)(F)F)=O)=O)(C)C (1R,2S,5S)-N-[(1S)-1-cyano-2-[(1S)-2-oxocyclopentyl]ethyl]-3-[(2S)-2-(2,2-difluoropropanoylamino)-3,3-dimethyl-butanoyl]-6,6-dimethyl-3-azabicyclo[3.1.0]hexane-2-carboxamide